C(C)(=O)OC1=C(C(=CC=C1C1=CC(=NN1C)C(F)(F)F)OCC1=CC=CC=C1)C1=CC(=C(C=C1)Cl)C(F)(F)F 6-(benzyloxy)-4'-chloro-3-(1-methyl-3-(trifluoromethyl)-1H-pyrazol-5-yl)-3'-(trifluoromethyl)-[1,1'-biphenyl]-2-yl acetate